(Z)-4-((7-Phenyl-2-(4-((((4-(pyrazin-2-yl)benzylidene)amino)oxy)methyl)phenyl)imidazo[1,2-a]pyridin-3-yl)amino)benzoic acid C1(=CC=CC=C1)C1=CC=2N(C=C1)C(=C(N2)C2=CC=C(C=C2)CO\N=C/C2=CC=C(C=C2)C2=NC=CN=C2)NC2=CC=C(C(=O)O)C=C2